(6-amino-1H-pyrazolo[3,4-d]pyrimidin-4-yl)benzonitrile NC1=NC(=C2C(=N1)NN=C2)C2=C(C#N)C=CC=C2